C(C=C)(=O)NC(C(S(=O)(=O)[O-])C)C.[Li+] lithium 2-acrylamido-methylpropanesulfonic acid salt